FC(C1=NOC(=C1)C1=C(C=CC=C1OC1=NC=NC(=C1)OC)F)F 3-(difluoromethyl)-5-[2-fluoro-6-(6-methoxypyrimidin-4-yl)oxy-phenyl]isoxazole